ClC1=NC=C(C(=C1)N)Cl 2,5-dichloropyridin-4-amine